BrC=1C=CC(=C(C1)NC(=O)[C@H]1NC(CCC1)=O)N[C@@H]1CC[C@H](CC1)OC (S)-N-(5-bromo-2-((trans-4-methoxycyclohexyl)amino)phenyl)-6-oxopiperidine-2-carboxamide